CS(=O)(=O)NC=1C=C(C(=O)N2CC(CC2)C(=O)NC=2SC(=CC2C(=O)OCC)C2=CC=CC=C2)C=CC1 Ethyl 2-(1-(3-(methylsulfonamido)benzoyl)pyrrolidine-3-carboxamido)-5-phenylthiophene-3-carboxylate